ClC1=C(C=CC=C1)C(C1=CC=CC=C1)(C1=CC=CC=C1)OC([C@H](CC1=CC=C(C=C1)C1=C(C=C(C=C1)OCCCCN=[N+]=[N-])CC)NC(=O)OCC1C2=CC=CC=C2C=2C=CC=CC12)=O [(2-chlorophenyl)-diphenyl-methyl](2S)-3-[4-[4-(4-azidobutoxy)-2-ethyl-phenyl]phenyl]-2-(9H-fluoren-9-ylmethoxycarbonylamino)propanoate